6-hydroxy-7-methoxy-2-methylquinazolin-4(1H)-one OC=1C=C2C(N=C(NC2=CC1OC)C)=O